C(CCCCCCC)[Sb](CCCCCCCC)(CCCCCCCC)=O trioctylantimony oxide